C(#N)N1[C@H]2[C@@H](C[C@@H]1CC2)NC(C2=CC(=C(C=C2)C=2C=NN(C2)C)OCCC)=O N-((1R,2R,4S)-7-cyano-7-azabicyclo[2.2.1]heptan-2-yl)-4-(1-methyl-1H-pyrazol-4-yl)-3-propoxybenzamide